O[C@]1([C@@H](CCC1)N1C(C(=CC2=C1N=C(N=C2)NC2CCN(CC2)S(=O)(=O)C)C#N)=O)C 8-((1R,2R)-2-hydroxy-2-methylcyclopentyl)-2-(1-(methylsulfonyl)piperidin-4-ylamino)-7-oxo-7,8-dihydropyrido[2,3-d]pyrimidine-6-carbonitrile